(R)-N-(1-(5-cyano-3-methylpyridin-2-yl)ethyl)-2-(5,6-difluoro-2,4-dioxo-1,4-dihydroquinazolin-3(2H)-yl)acetamide C(#N)C=1C=C(C(=NC1)[C@@H](C)NC(CN1C(NC2=CC=C(C(=C2C1=O)F)F)=O)=O)C